2-hydroxypropyl-(methacrylamide) OC(CC=C(C(=O)N)C)C